isopropyl mercaptopropionate SC(C(=O)OC(C)C)C